N1C=CC2=CC(C(C=C12)=O)=O indole-5,6-dione